tert-butyl (4-(2-chloroethoxy)phenyl)carbamate ClCCOC1=CC=C(C=C1)NC(OC(C)(C)C)=O